BrC[C@H]1C[C@H](CN1)C (3R,5R)-5-(bromomethyl)-3-methylpyrrolidine